S=C1NC(C=2NC=NC2N1CC1=C(C=CC=C1)[C@@H]1NCC[C@H](C1)C(F)(F)F)=O 2-thioxo-3-(2-((trans)-4-(trifluoromethyl)piperidin-2-yl)benzyl)-1,2,3,7-tetrahydro-6H-purin-6-one